N-(6-methoxy-2-(pyrrolidin-1-yl)-7-(3-(pyrrolidin-1-yl)prop-1-yn-1-yl)quinazolin-4-yl)cyanamide COC=1C=C2C(=NC(=NC2=CC1C#CCN1CCCC1)N1CCCC1)NC#N